(R)-3-(5-(6-(2-((1-(2,2-Difluoroethyl)-3-methoxy-1H-pyrazol-4-yl)amino)pyrimidin-4-yl)pyridin-2-yl)thiazol-2-yl)-3-hydroxy-1-methylpyrrolidin-2-one FC(CN1N=C(C(=C1)NC1=NC=CC(=N1)C1=CC=CC(=N1)C1=CN=C(S1)[C@@]1(C(N(CC1)C)=O)O)OC)F